P(=O)([O-])([O-])[O-].[Bi+3] bismuth phosphate salt